2-(4-(3-hydroxypropyl)phenyl)acetic acid OCCCC1=CC=C(C=C1)CC(=O)O